CC1=CC2=CC3=CC=CC=C3N=C2C=C1C 2,3-dimethylacridine